Cl.ClC1=C(C=C(C=C1)N1CC(C2=NC(=CC=C21)C(=O)N2C(CN(CC2)C2=NC=C(C(=N2)C)C(=O)O)(C)C)(C)C)F 2-(4-(1-(4-chloro-3-fluorophenyl)-3,3-dimethyl-2,3-dihydro-1H-pyrrolo[3,2-b]pyridine-5-carbonyl)-3,3-dimethylpiperazin-1-yl)-4-methylpyrimidine-5-carboxylic acid hydrochloride